CC(C)(C=C)O 2-methyl-3-butene-2-ol